(2R)-N-[2-(1-benzylpiperidin-4-yl)ethyl]-2-methyl-4-[6-(trifluoromethoxy)pyridin-3-yl]piperazine-1-carboxamide C(C1=CC=CC=C1)N1CCC(CC1)CCNC(=O)N1[C@@H](CN(CC1)C=1C=NC(=CC1)OC(F)(F)F)C